O1C2=C(OCC1)C=C(C=C2)N 2,3-dihydrobenzo[b][1,4]dioxin-6-amine